formimidoyltetrahydrofolate C(=N)OC(CC[C@@H](C(=O)O)NC(=O)C1=CC=C(NCC2CNC=3N=C(N)NC(=O)C3N2)C=C1)=O